1-methylpyrrolidin-3-amine, bis-hydrochloride Cl.Cl.CN1CC(CC1)N